C(#N)[C@H](C[C@H]1C(NCC1)=O)NC([C@H](CC(C)(C)C)NC(=O)C1=CC2=C(N1)C=C(S2)C)=O N-[(2S)-1-({(1S)-1-cyano-2-[(3S)-2-oxopyrrolidin-3-yl]ethyl}amino)-4,4-dimethyl-1-oxopentan-2-yl]-2-methyl-4H-thieno[3,2-b]pyrrole-5-carboxamide